C(C)(C)(C)OC(=O)C1=NC(=CN=C1C(F)F)C1=C(C(=CC=C1C(F)F)Cl)F 6-(3-chloro-6-(difluoromethyl)-2-fluorophenyl)-3-(difluoromethyl)pyrazine-2-carboxylic acid tert-butyl ester